5-((2-(3,3-difluoropyrrolidin-1-yl)ethyl)carbamoyl)-2-methylpyridin FC1(CN(CC1)CCNC(=O)C=1C=CC(=NC1)C)F